N-(2-(2,6-dioxopiperidin-3-yl)-1-oxoisoindolin-4-yl)butanamide O=C1NC(CCC1N1C(C2=CC=CC(=C2C1)NC(CCC)=O)=O)=O